{5-[5-(chloromethyl)-1,3,4-oxadiazol-2-yl]pyrazin-2-yl}tetrahydropyrrole-1-carboxylic acid 2-methylpropan-2-yl ester CC(C)(C)OC(=O)N1C(CCC1)C1=NC=C(N=C1)C=1OC(=NN1)CCl